C(CC)C([C@H](N)C(=O)O)C1=CNC2=CC=CC(=C12)F β-Propyl-4-fluorotryptophan